CN(CCCN1NN(CC(C1)CCCN(C)C)CCCN(C)C)C 1,3,5-Tris(3-dimethylaminopropyl)hexahydrotriazin